6,7-difluoro-1,3-diphenyl-2-naphthalenenitrile FC=1C=C2C=C(C(=C(C2=CC1F)C1=CC=CC=C1)C#N)C1=CC=CC=C1